OC1(CC(CCC1)N1C2=NC(=NC=C2N(C1=O)C)NC=1C(=CC2=C(CCO2)C1)C)C 9-(3-hydroxy-3-methylcyclohexyl)-7-methyl-2-((6-methyl-2,3-dihydrobenzofuran-5-yl)amino)-7,9-dihydro-8H-purin-8-one